tert-butyl N-{2-[3-bromo-2-(bromomethyl)-1-(4,4-dimethylcyclohexyl)-6-fluoro-4-carbonyl-1,4-dihydroquinolin-7-yl]ethyl}carbamate BrC1=C(N(C2=CC(=C(C=C2C1=C=O)F)CCNC(OC(C)(C)C)=O)C1CCC(CC1)(C)C)CBr